C(C)(C)(C)OC(=O)N1C2COCC1CC(C2)C=2C=NC(=CC2OC)N 7-(6-Amino-4-methoxy-pyridin-3-yl)-3-oxa-9-aza-bicyclo[3.3.1]nonane-9-carboxylic acid tert-butyl ester